ClC1=C2C(=NC=C1)N(C(=C2)C)S(=O)(=O)C2=CC=CC=C2 4-chloro-2-methyl-1-(phenylsulfonyl)-1H-pyrrolo[2,3-b]pyridine